(R)-2-amino-6-(bis(3-(3-hydroxy-2-(hydroxymethyl)propoxy)-2-((3-hydroxy-2-(hydroxymethyl)propoxy)methyl)propyl)amino)hexanamide N[C@@H](C(=O)N)CCCCN(CC(COCC(CO)CO)COCC(CO)CO)CC(COCC(CO)CO)COCC(CO)CO